N=1NC(NC1)=S 2,4-dihydro-3H-1,2,4-triazole-3-thione